(3,4-epoxycyclohexyl)ureidotriethoxysilane C1(CC2C(CC1)O2)NC(N[Si](OCC)(OCC)OCC)=O